C(C)(=O)C1=NC=C(C(=C1)N1C(C=C(C=C1C)OCC1=NC=C(C=C1F)F)=O)C1CC1 2'-acetyl-5'-cyclopropyl-4-((3,5-difluoropyridin-2-yl)methoxy)-6-methyl-2H-[1,4'-bipyridin]-2-one